N,N-dimethylamino-2-chloropropane CN(C)CC(C)Cl